2-(methylamino)-1-((1r,5s)-1-(naphthalen-2-yl)-3-azabicyclo[3.1.0]hexan-3-yl)ethan-1-one hydrochloride Cl.CNCC(=O)N1C[C@@]2(C[C@@H]2C1)C1=CC2=CC=CC=C2C=C1